1-[1-[2-Amino-4-(trifluoromethoxy)benzoyl]-4-piperidyl]-6-[(2R)-2-(hydroxymethyl)morpholin-4-yl]-3H-imidazo[4,5-b]pyridin-2-one NC1=C(C(=O)N2CCC(CC2)N2C(NC3=NC=C(C=C32)N3C[C@@H](OCC3)CO)=O)C=CC(=C1)OC(F)(F)F